S1C(=NC2=C1C=CC=C2)OC2=C(C=C(C=C2)CCC(CC)O)OCC2CC2 1-[4-(1,3-benzothiazol-2-yloxy)-3-(cyclopropylmethoxy)-phenyl]-pentan-3-ol